Palladium(II) selenide [Pd]=[Se]